(R)-3-amino-1-methylpiperidine N[C@H]1CN(CCC1)C